1,2,3,4-tetrahydroisoquinoline-2-carbonitrile C1N(CCC2=CC=CC=C12)C#N